C(N)(=N)C(C(=O)O)CCCC guanylhexanoic acid